1-(3-chloro-2-fluorobenzyl)-4-((6-chloro-3-fluoro-4-(3-hydroxyoxetan-3-yl)pyridin-2-yl)methyl)piperidine-4-carboxylic acid methyl ester COC(=O)C1(CCN(CC1)CC1=C(C(=CC=C1)Cl)F)CC1=NC(=CC(=C1F)C1(COC1)O)Cl